2-(4-fluoropiperidin-1-yl)-5-(4,4,5,5-tetramethyl-1,3,2-dioxaborolan-2-yl)pyrazine FC1CCN(CC1)C1=NC=C(N=C1)B1OC(C(O1)(C)C)(C)C